CSC1=CC=C(C=C1)CCBr 2-[4-(methylsulfanyl)phenyl]-1-bromoethane